[2H4]tyrosine N([C@@](C(C1=CC=C(C=C1)O)[2H])(C(=O)O)[2H])([2H])[2H]